N1=C(C=CC=C1)C(=O)[O-].[Ir+3].CC1=CC=C(C=C1)S(=O)(=O)N1CCN(CCC1)S(=O)(=O)C1=CC=C(C)C=C1.N1=C(C=CC=C1)C(=O)[O-].N1=C(C=CC=C1)C(=O)[O-] N,N'-di-p-toluenesulfonyl-homopiperazine iridium (III) (picolinate)